CN1N=CC(=C1)C(N)=S methyl-1H-pyrazole-4-carbothioamide